C1(CCCCC1)[C@@H](C)O (R)-1-cyclohexylethan-1-ol